C(C)(C)(C)C1=CC=2NC3=CC(=CC=C3C2C=C1)C(C)(C)C 2,7-di-t-butyl-carbazole